FC1(C(C2=C(C(=C=C=C12)OC=1C=C(C=C(C1N)C(F)(F)F)C1=CC=C(N)C=C1)C(F)(F)F)O)F 3-{8,8-difluoro-7-hydroxy-5-(trifluoromethyl)bicyclo[4.2.0]oct-1,3,5-triene-2-enyloxy}-5-trifluoromethylbenzidine